Zinc Selenium Oxide [Se]=O.[Zn]